FC(C(C(S(=O)(=O)[O-])(F)F)(F)F)(C(F)(F)F)F.[Li+] lithium nonafluoro-1-butyl-sulfonate